C(=O)C1=C(C=NC(=C1)OC)OCC=1C=2N(C=C(C1)C#N)C=CN2 8-((4-formyl-6-methoxypyridin-3-yloxy)methyl)imidazo[1,2-a]pyridine-6-carbonitrile